tert-butyl (4-chloropyridin-2-yl)carbamate ClC1=CC(=NC=C1)NC(OC(C)(C)C)=O